BrC=1C(=C2C(=NC1)N(CC2(CCI)CCI)C(=O)OC(C)(C)C)Cl tert-butyl 5-bromo-4-chloro-3,3-bis(2-iodoethyl)-2,3-dihydro-1H-pyrrolo[2,3-b]pyridine-1-carboxylate